OC(CN1CCC(CC1)CCCC)COC 1-(2-hydroxy-3-methoxypropyl)-4-butylpiperidine